F[B-](F)(F)F.C[N+](=C(O)N(C)C)C 1,1,3,3-Tetramethyluronium tetrafluoroborate